COC1=CC=C(C=C1)C(=O)C1=CC=CC=C1 (4-methoxyphenyl)-phenyl-methanone